4-(methylthiomethyl)benzoic acid methyl ester COC(C1=CC=C(C=C1)CSC)=O